C(C1=CC=CC=C1)OC=1C=C(C2=CC=CC=C2C1)B1OC(C(O1)(C)C)(C)C 2-(3-(benzyloxy)naphthalen-1-yl)-4,4,5,5-tetramethyl-1,3,2-dioxaborolane